(1-((3-amino-7-bromo-2-chloroquinolin-4-yl)amino)-2-methylpropan-2-yl)carbamic acid benzyl ester C(C1=CC=CC=C1)OC(NC(CNC1=C(C(=NC2=CC(=CC=C12)Br)Cl)N)(C)C)=O